2,3-diaminosuccinic acid NC(C(=O)O)C(C(=O)O)N